N[C@@H]1CN(CC1)C(=O)C=1C=CC(=C(C1)C1=CC=C(C#N)C=C1)C1=CC=C(C=C1)C 4-[5-[(3S)-3-aminopyrrolidine-1-carbonyl]-2-(p-tolyl)phenyl]benzonitrile